(3R)-3-azido-1-[3-(trifluoromethyl)-5,6,7,8-tetrahydro-1,2,4-triazolo[4,3-a]pyrazin-7-yl]-4-(2,4,5-trifluorophenyl)butan-1-one N(=[N+]=[N-])[C@@H](CC(=O)N1CC=2N(CC1)C(=NN2)C(F)(F)F)CC2=C(C=C(C(=C2)F)F)F